FC=1C=C(C=CC1)C(CC1=NC=CC=C1C)C 2-(2-(3-Fluorophenyl)propyl)-3-methylpyridine